O=C1C=2C=CC=C(C2C(C=C1)=O)N1C(C=CC1=O)=O 1-(5,8-dioxo-5,8-dihydronaphthalen-1-yl)-1H-pyrrole-2,5-dione